P(=O)(OC[C@H]1O[C@@]([C@@H]([C@@H]1O)O)(C#N)C1=CC=C2C(=NC=NN21)N)(OC[C@@H](COCCCCCCCCCCCCCCCCCC)OCC2=C(C=C(C=C2)Cl)Cl)O ((2R,3S,4R,5R)-5-(4-aminopyrrolo[2,1-f][1,2,4]triazin-7-yl)-5-cyano-3,4-dihydroxytetrahydrofuran-2-yl)methyl ((R)-2-((2,4-dichlorobenzyl)oxy)-3-(octadecyloxy)propyl) hydrogen phosphate